C1(CCCCCCCCCCC1)C1=C(N)C(=CC(=C1)C(C1=CC=CC=C1)C1=CC=CC=C1)C(C1=CC=CC=C1)C1=CC=CC=C1 2-Cyclododecyl-4,6-bis(benzhydryl)aniline